FC1=C(C(=CC=C1)F)NC(C1=C(C=C(C(=C1)F)N1N=C2N(CCCC2)C1=O)O[C@H](C(F)(F)F)C)=O N-(2,6-difluorophenyl)-5-fluoro-4-(3-oxo-5,6,7,8-tetrahydro[1,2,4]triazolo[4,3-a]pyridin-2(3H)-yl)-2-{[(2S)-1,1,1-trifluoropropan-2-yl]oxy}benzamide